CN1N=CC=N1 2-methyl-2H-1,2,3-triazol